ethyl 2-(2-((3'-amino-1-isopropyl-1'-methyl-1H,1'H-5,7'-biindazol-3-yl)methoxy)phenyl)acetate NC1=NN(C2=C(C=CC=C12)C=1C=C2C(=NN(C2=CC1)C(C)C)COC1=C(C=CC=C1)CC(=O)OCC)C